3-(4-cyclohexyl-ethylamino-2-methoxyphenyl)-3-(1-ethyl-2-methylindol-3-yl)-4-azaphthalide C1(CCCCC1)C1=C(C(=C(C=C1)C1(OC(=O)C2=CC=CN=C12)C1=C(N(C2=CC=CC=C12)CC)C)OC)NCC